FC=1C=NC(=NC1)N[C@@H]1CN(CC[C@H]1OCC1=CC=C(C=C1)C(F)(F)F)C(C=C)=O 1-(trans-3-((5-fluoropyrimidin-2-yl)amino)-4-((4-(trifluoromethyl)benzyl)oxy)piperidin-1-yl)prop-2-en-1-one